C(C1=CC=CC=C1)OC(=O)N[C@@H](C(C1CC1)C1CC1)C=1N=C2N(N=CC(=C2)CC2(C(NC[C@H](C2)C(F)(F)F)=O)C(=O)OC)C1 methyl (5S)-3-((2-((S)-1-(((benzyloxy)carbonyl)amino)-2,2-dicyclopropylethyl)imidazo[1,2-b]pyridazin-7-yl)methyl)-2-oxo-5-(trifluoromethyl)piperidine-3-carboxylate